N-((1H-pyrrolo[3,2-c]pyridin-2-yl)methyl)-2-(5-((1-(2'-fluoro-[1,1'-biphenyl]-4-yl)ethyl)amino)-2-(2-fluorophenyl)-6-oxopyrimidin-1(6H)-yl)acetamide N1C(=CC=2C=NC=CC21)CNC(CN2C(=NC=C(C2=O)NC(C)C2=CC=C(C=C2)C2=C(C=CC=C2)F)C2=C(C=CC=C2)F)=O